BrC1=NN2C(N(C(C=C2)=O)C(C)C2=CC(=C(C=C2)C=2N(C=C(N2)C(F)(F)F)CC)F)=C1 2-bromo-4-(1-(4-(1-ethyl-4-(trifluoromethyl)-1H-imidazol-2-yl)-3-fluorophenyl)ethyl)pyrazolo[1,5-a]pyrimidin-5(4H)-one